N-(((9H-fluoren-9-yl)oxy)carbonyl)-N-(3,3-dimethylbutyl)glycine C1=CC=CC=2C3=CC=CC=C3C(C12)OC(=O)N(CC(=O)O)CCC(C)(C)C